[N+](=O)([O-])C=1C(=CC2=N(C3=CC(=CC=C3N(=C2C1)=O)[N+](=O)[O-])=O)O 3,8-dinitro-5,10-dioxo-5λ5,10λ5-phenazin-2-ol